FC(C1(CC(=C(C=C1N1N=C(N(C1=O)C(F)F)C)CC(C(=O)O)Cl)Cl)F)F 4-(difluoromethyl)-2-chloro-3-{2-chloro-5-[4-(difluoromethyl)-4,5-dihydro-3-methyl-5-oxo-1H-1,2,4-triazol-1-yl]-4-fluorophenyl}propionic acid